2,2-difluoro-2-(3-(trifluoromethoxy)phenyl)ethanol FC(CO)(C1=CC(=CC=C1)OC(F)(F)F)F